CC=1C(=NC(=C(C(=O)O)C1C1CC1)C(COC(C)=O)=O)Cl methyl-2-(2-acetoxyacetyl)-6-chloro-4-cyclopropylnicotinic acid